benzyl (6R)-6-({7-fluoro-2-[1-(propan-2-yl)-1H-pyrazol-4-yl][1,2,4]triazolo[1,5-c]quinazolin-5-yl}amino)-5-oxo-1,4-diazepane-1-carboxylate FC1=CC=CC=2C=3N(C(=NC12)N[C@H]1C(NCCN(C1)C(=O)OCC1=CC=CC=C1)=O)N=C(N3)C=3C=NN(C3)C(C)C